C(C)OC(=O)C=1OC2=C(C1C)C=C(C=C2)S(N(CCC2=CC=CC=C2)C2=C(C=CC=C2)N2CCN(CC2)C(C2=CC=C(C=C2)F)=O)(=O)=O 5-(N-(2-(4-(4-fluorobenzoyl)piperazin-1-yl)phenyl)-N-phenethylsulfamoyl)-3-methylbenzofuran-2-carboxylic acid ethyl ester